1-(2-(4-(5-methylpyridin-3-yl)-1H-imidazol-2-yl)piperidin-1-yl)-2-(methylsulfanyl)propan-1-one CC=1C=C(C=NC1)C=1N=C(NC1)C1N(CCCC1)C(C(C)SC)=O